C(C1=CC=CC=C1)SC=1C=C(C=2N(C1)C(=NC2)C(=O)NN)Cl 6-(benzylsulfanyl)-8-chloroimidazo[1,5-a]pyridine-3-carbohydrazide